C(C)(C)(C)OC(N[C@H]1[C@@H](CCC1)NC=1OC=2C(=NC(=CC2)C2=C(C=C(C=C2C)Cl)O)N1)=O N-[(1R,2R)-2-[[5-(4-chloro-2-hydroxy-6-methyl-phenyl)oxazolo[4,5-b]pyridin-2-yl]amino]cyclopentyl]carbamic acid tert-butyl ester